C1(=CCCCC1)C=1C(=NN2C1NC(=C(C2=O)C=2C=C1N=CC=NC1=CC2)C)C2=CC=CC=C2 3-(cyclohex-1-en-1-yl)-5-methyl-2-phenyl-6-(quinoxalin-6-yl)pyrazolo[1,5-a]pyrimidin-7(4H)-one